3-(1-amino-2-hydroxyethyl)thietane 1,1-dioxide NC(CO)C1CS(C1)(=O)=O